3,5-dimethylphenyl-borane CC=1C=C(C=C(C1)C)B